oxetan-3-ylacetic acid O1CC(C1)CC(=O)O